(3R)-N-[2-fluoro-4-methyl-5-[2-(methylamino)pyrido[2,3-d]pyrimidin-6-yl]phenyl]-3-(trifluoromethoxy)pyrrolidine-1-carboxamide FC1=C(C=C(C(=C1)C)C1=CC2=C(N=C(N=C2)NC)N=C1)NC(=O)N1C[C@@H](CC1)OC(F)(F)F